[N+](=O)([O-])C1=C(C=CC=C1O)C1=CC=CC=C1 2-nitro-[1,1'-biphenyl]-3-ol